C(C)(C)(C)OC(=O)N1[C@H](CC(C1)(C)C)C(=O)O (2R)-1-(tert-butoxycarbonyl)-4,4-dimethylpyrrolidine-2-carboxylic acid